5-bromo-7,7,13,13-tetramethyl-7,13-dihydrobenzo[g]indeno[1,2-B]fluorene BrC1=C2C(=C3C=4C=C5C(=CC4C(C3=C1)(C)C)C=1C=CC=CC1C5(C)C)C=CC=C2